(S)-7-(4-fluorobenzyl)-N-(2-methoxyethyl)-2-methyl-2,3-dihydro-1H-pyrido[2,3-b][1,4]oxazin-6-amine FC1=CC=C(CC2=CC3=C(OC[C@@H](N3)C)N=C2NCCOC)C=C1